(S)-6-chloro-8-(cyclohex-1-en-1-yl)-3-(1-hydroxypropan-2-yl)pyrido[3,4-d]pyrimidin-4(3H)-one ClC1=CC2=C(N=CN(C2=O)[C@H](CO)C)C(=N1)C1=CCCCC1